4-(4-methylpiperazinesulfonyl)benzyl bromide CN1CCN(CC1)S(=O)(=O)C1=CC=C(CBr)C=C1